trans-4-[[(2-Amino-3,5-dibromophenyl)methyl]amino]cyclohexanol hydrochloride Cl.NC1=C(C=C(C=C1Br)Br)CN[C@@H]1CC[C@H](CC1)O